FC(OC1=NC(=CC=C1NC(=O)C1(CCN(CC1)C[C@H](CO)O)C1=C(C=CC=C1)C(C)C)C)F (R)-N-(2-(difluoromethoxy)-6-methylpyridin-3-yl)-1-(2,3-dihydroxypropyl)-4-(2-isopropylphenyl)piperidine-4-carboxamide